C1(CCCCC1)[Si@H](C1=C(C=CC=C1)P1CC2=C(C3=C(C1)C=CC1=CC=CC=C13)C=1C=CC=CC1C=C2)C2=CC=C(C=C2)F (4R,11bS)-4-(2-((S)-Cyclohexyl(4-fluorophenyl)silyl)phenyl)-4,5-dihydro-3H-dinaphtho[2,1-c:1',2'-e]phosphepine